N1C=CC=2C=NC=C(C21)C(=O)N2CCC(CC2)=C2C=1C=CC=CC1CC(C=1SC=CC21)=O 2-[1-(1H-pyrrolo[3,2-c]pyridine-7-carbonyl)-4-piperidylidene]-6-thiatricyclo[8.4.0.03,7]tetradeca-1(10),3(7),4,11,13-pentaen-8-one